tert-butyl ((1r,4r)-4-((2,2,2-trifluoroethyl)amino)cyclohexyl)carbamate FC(CNC1CCC(CC1)NC(OC(C)(C)C)=O)(F)F